2-methyl-2H-1,2,3-triazole-4-boronic acid CN1N=CC(=N1)B(O)O